Tert-butyl {8-methyl-1-[trans-4-(pyridin-2-yloxy)cyclohexyl]-5,6-dihydro-4H-[1,2,4]triazolo[4,3-a][1]benzazepin-5-yl}carbamate CC=1C=CC2=C(CC(CC=3N2C(=NN3)[C@@H]3CC[C@H](CC3)OC3=NC=CC=C3)NC(OC(C)(C)C)=O)C1